(1r,4r)-2'-{2-({[tert-butyl (dimethyl) silyl] oxy} methyl)-3-[(thieno[3,2-B]pyridin-7-yl) oxy] propyl}-4-(3-chloroanilino)-2',3'-dihydrospiro[cyclohexane-1,1'-indene]-4-carboxylate [Si](C)(C)(C(C)(C)C)OCC(CC1C2(C3=CC=CC=C3C1)CCC(CC2)(C(=O)[O-])NC2=CC(=CC=C2)Cl)COC2=C1C(=NC=C2)C=CS1